3-trifluoromethyl-5(4H)-isoxazolone FC(C1=NOC(C1)=O)(F)F